ClC1=C(C=CC=C1Cl)C=1C=CC=C2C(=C(N=NC12)C(=O)N[C@H]1CCOC2=CC=CC=C12)N(C)C 8-(2,3-dichlorophenyl)-N-[(4S)-3,4-dihydro-2H-chromen-4-yl]-4-(dimethylamino)cinnoline-3-carboxamide